FC=1C=C(C=O)C=C(C1)SC 3-Fluoro-5-(methylthio)benzaldehyde